(2S,4R)-1-tert-Butoxycarbonyl-4-fluoro-pyrrolidine-2-carboxylic acid C(C)(C)(C)OC(=O)N1[C@@H](C[C@H](C1)F)C(=O)O